S(=O)(=O)(C=1C=C2C(OC(C2=CC1)=O)=O)C=1C=C2C(OC(C2=CC1)=O)=O 5,5'-sulfonylbis-1,3-isobenzofurandione